C(=O)O.O1CCNCC(C1)NC=1N=NC(=C2C1C=NC=C2)C2=C(C=C(C=C2)C(F)(F)F)O 2-{4-[(1,4-oxaazepan-6-yl)amino]pyrido[3,4-d]pyridazin-1-yl}-5-(trifluoromethyl)phenol formate salt